ClS(=O)(=O)C1=CC=C(C)C=C1 p-(chlorosulfonyl)toluene